CC(CO)(CC1CCCCC1)C 2,2-Dimethyl-3-cyclohexyl-1-propanol